N-(3-fluoro-4-((7-methoxy-6-(3-morpholinopropoxy)quinolin-4-yl)oxy)phenyl)-5-(4-fluorophenyl)-6-oxo-2,3,5,6-tetrahydrofuro[3,2-c]pyridine-7-carboxamide FC=1C=C(C=CC1OC1=CC=NC2=CC(=C(C=C12)OCCCN1CCOCC1)OC)NC(=O)C1=C2C(=CN(C1=O)C1=CC=C(C=C1)F)CCO2